(S)-2-((5-(6-oxa-1-azaspiro[3.3]heptane-1-carbonyl)pyrimidin-2-yl)amino)-6-chloro-2,3-dihydro-1H-indene-4-carbonitrile N1(CCC12COC2)C(=O)C=2C=NC(=NC2)N[C@H]2CC=1C=C(C=C(C1C2)C#N)Cl